4-((2,4-dimethoxybenzyl)amino)-N-(6-methyl-1-(1-phenoxyethyl)isoquinolin-5-yl)thieno[3,2-d]pyrimidine-7-carboxamide COC1=C(CNC=2C3=C(N=CN2)C(=CS3)C(=O)NC3=C2C=CN=C(C2=CC=C3C)C(C)OC3=CC=CC=C3)C=CC(=C1)OC